FC1=CC=C2C=C(C=NC2=C1)C(=O)NC1=CC(=NC=C1)S(N)(=O)=O 7-fluoro-N-(2-sulfamoylpyridin-4-yl)quinoline-3-carboxamide